C1(=CC=CC2=CC=CC=C12)OCCC(=O)C1=CC=CC=C1 3-(naphthalen-1-yloxy)-1-phenylpropane-1-one